FC1(CN(CC[C@H]1OC1=C2C(=NC=NC2=CC=C1O[C@@H]1COCC1)N)C)F 5-(((R)-3,3-difluoro-1-methylpiperidin-4-yl)oxy)-6-(((S)-tetrahydrofuran-3-yl)oxy)quinazolin-4-amine